FC=1C=C(C(=O)N2CCC(CC2)C2=NOC(=C2)N(C(OC(C)(C)C)=O)CCN2CCOCC2)C=CC1C(F)(F)F tert-butyl N-[3-[1-[3-fluoro-4-(trifluoromethyl)benzoyl]-4-piperidyl]isoxazol-5-yl]-N-(2-morpholinoethyl)carbamate